6-chloro-N-(2,4-difluoro-3-(2-((1-(2-methoxyethyl)piperidin-4-yl)amino)quinazolin-6-yl)phenyl)benzo[d][1,3]dioxole-4-sulfonamide ClC=1C=C(C2=C(OCO2)C1)S(=O)(=O)NC1=C(C(=C(C=C1)F)C=1C=C2C=NC(=NC2=CC1)NC1CCN(CC1)CCOC)F